2,4-dichloro-3,5-dinitrobenzotrifluoride ClC1=C(C=C(C(=C1[N+](=O)[O-])Cl)[N+](=O)[O-])C(F)(F)F